(S)-N-[(1S)-1-(4-bromophenyl)-2,2,2-trifluoro-ethyl]-N-methyl-1-methylimino-1-oxo-thiane-4-carboxamide BrC1=CC=C(C=C1)[C@@H](C(F)(F)F)N(C(=O)C1CCS(CC1)(=O)=NC)C